FC1=CC=C(C=C1)N1C(SCC1=O)C=1OC=CC1 3-(4-fluorophenyl)-2-(furan-2-yl)thiazolidin-4-one